FC1=CC=C(C=C1)SC=1C=CC(=C(CN)C1)[N+](=O)[O-] 5-(4-fluorophenylthio)-2-nitrobenzylamine